3-cyclopropyl-7-fluoro-2-hydroxycyclohepta-2,4,6-trien-1-one C1(CC1)C1=C(C(C(=CC=C1)F)=O)O